2-((3,4-dimethoxyphenoxy)methyl)oxirane COC=1C=C(OCC2OC2)C=CC1OC